CN(C1=CC=C(C=C1)C1=CC(=NC(=C1)C1=CC=CC=C1)C1=C(C=CC=C1)OCCCCCCCC)C N,N-dimethyl-4-(2-(2-(octyloxy)phenyl)-6-phenylpyridin-4-yl)aniline